3-(6-bromo-3-chloro-2-fluoro-4-(trifluoromethyl)benzoylamino)pyridine 1-oxide BrC1=CC(=C(C(=C1C(=O)NC=1C=[N+](C=CC1)[O-])F)Cl)C(F)(F)F